2-[1-{[5-(morpholin-4-yl)-2-nitrophenyl]amino}-3-azabicyclo[3.2.1]octan-3-yl]ethanol N1(CCOCC1)C=1C=CC(=C(C1)NC12CN(CC(CC1)C2)CCO)[N+](=O)[O-]